C(C1=CC=CC=C1)N1CCCN(CCCN(CCC1)CC=1C(=C(C(=O)NC(CO)CO)C=C(C1)C)O)CC=1C(=C(C(=O)NC(CO)CO)C=C(C1)C)O 3,3'-[(9-benzyl-1,5,9-triazacyclododecane-1,5-diyl)bis(methylene)]bis[N-(1,3-dihydroxypropan-2-yl)-2-hydroxy-5-methylbenzamide]